ClC1=C(C2=C3C=C(C(=C(C3=C3C=C(C(=C(C3=C2C=C1Cl)N)Cl)Cl)N)Cl)Cl)N 2,3,6,7,10,11-hexachlorotriphenylene-1,5,9-triamine